ClC1=C(C(=O)NC=2OC(=NN2)C)C=CC(=C1[S@@](=O)C1CC1)C(F)(F)F 2-Chloro-N-(5-methyl-1,3,4-oxadiazol-2-yl)-3-[(S)-cyclopropylsulfinyl]-4-(trifluoromethyl)benzamide